C(C)(C)C1=CC=C(C=C1)[C@@H](C)CC(C)(S(=O)N)C ((S)-1-(4-isopropylphenyl)ethyl)-2-methylpropane-2-sulphinamide